[Br-].O1C(=CC2=C1C=CC=C2)C(=CCC=2N(C1=C(N2)C=CC=C1)CC(=O)C1=CC2=CC=CC=C2C=C1)C=1OC2=C(C1)C=CC=C2 (3,3-bis(benzofuran-2-yl)allyl)-3-(2-naphthoylmethyl)benzimidazole bromide salt